C1(CC1)OC1=NN(C=C1[N+](=O)[O-])COCC[Si](C)(C)C 2-[[3-(cyclopropoxy)-4-nitro-pyrazol-1-yl]methoxy]ethyl-trimethyl-silane